N-[(1S)-3-[2-[tert-butyl(dimethyl)silyl]oxyethoxy]-1-methyl-propyl]-N-[3-(2-methylsulfanylpyrimidin-4-yl)-1-tetrahydropyran-2-yl-indazol-5-yl]-2-nitro-benzenesulfonamide [Si](C)(C)(C(C)(C)C)OCCOCC[C@H](C)N(S(=O)(=O)C1=C(C=CC=C1)[N+](=O)[O-])C=1C=C2C(=NN(C2=CC1)C1OCCCC1)C1=NC(=NC=C1)SC